2-(5-bromopyrimidin-2-yl)acetic acid BrC=1C=NC(=NC1)CC(=O)O